3-Methyl-5-(N-(2-phenylacetyl)sulfamoyl)benzofuran-2-carboxylate CC1=C(OC2=C1C=C(C=C2)S(NC(CC2=CC=CC=C2)=O)(=O)=O)C(=O)[O-]